2'-O-methylpseudouridine-5'-triphosphate P(O)(=O)(OP(=O)(O)OP(=O)(O)O)OC[C@@H]1[C@H]([C@H]([C@@H](O1)C1=CNC(=O)NC1=O)OC)O